ClC1=C(C=2C=C3CC(C(CN3C2N=C1)(F)F)N1C(CCC1)=O)C 1-(3-chloro-8,8-difluoro-4-methyl-6,7,8,9-tetrahydropyrido[3,2-b]indolizin-7-yl)-2-oxopyrrolidin